Phenyl[(dimethylfluorenyl)phenyl](phenyldibenzothiophene) C1(=CC=CC=C1)C=1C(=C(C2=C(SC3=C2C=CC=C3)C1)C1=CC=CC=C1)C1=C(C=CC=C1)C1=C(C(=CC=3C2=CC=CC=C2CC13)C)C